FC1=C(C=CC(=C1)S(=O)(=N)C(F)(F)F)CC1CC2(CN(C2)C(=O)N2C[C@H](CC2)C=2N=NNC2)C1 |r| [6-[[2-fluoro-4-(trifluoromethylsulfonimidoyl)phenyl]methyl]-2-azaspiro[3.3]heptan-2-yl]-[rac-(3S)-3-(1H-triazol-4-yl)pyrrolidin-1-yl]methanone